O1NC=CC=C1C(=O)N oxazine-6-carboxamide